ClC=1C(=C(C=CC1F)[C@@H](NC(=O)N1[C@@H](C(NCC1)=O)C(F)(F)F)C1CC(C1)C(F)(F)F)F (S)-N-((S)-(3-chloro-2,4-difluorophenyl)((1r,3S)-3-(trifluoromethyl)cyclobutyl)-methyl)-3-oxo-2-(trifluoromethyl)piperazine-1-carboxamide